NC1=NC=C(C=N1)C1=NC(=C2N=CN(C2=N1)CC)NCC=1C=NC(=CC1)N1N=C(C=C1C)C 2-(2-aminopyrimidin-5-yl)-N-((6-(3,5-dimethyl-1H-pyrazol-1-yl)pyridin-3-yl)methyl)-9-ethyl-9H-purin-6-amine